methyl 2-(5-allylpyrazin-2-yl)-2-methylpropanoate C(C=C)C=1N=CC(=NC1)C(C(=O)OC)(C)C